oxazol-5-ylmethyl (4-((1-(azetidine-1-carbonyl)piperidin-4-yl)methyl)phenyl)carbamate N1(CCC1)C(=O)N1CCC(CC1)CC1=CC=C(C=C1)NC(OCC1=CN=CO1)=O